(2S,6R)-N-((S)-1-cyano-2-(2-fluoro-4-(3-methyl-2-oxo-2,3-dihydrobenzo[d]oxazol-5-yl)phenyl)ethyl)-6-methoxy-1,4-oxazepan-2-carboxamide C(#N)[C@H](CC1=C(C=C(C=C1)C=1C=CC2=C(N(C(O2)=O)C)C1)F)NC(=O)[C@H]1OC[C@@H](CNC1)OC